4-[[hydroxy[2-(trimethylammonio)ethoxy]phosphinyl]oxy]benzenediazonium OP(=O)(OC1=CC=C(C=C1)[N+]#N)OCC[N+](C)(C)C